The molecule is the stable isotope of thallium with relative atomic mass 204.9744. The most abundant (70.476 atom percent) isotope of naturally occurring thallium. [205Tl]